3-deutero-4-fluoro-benzoyl chloride [2H]C=1C=C(C(=O)Cl)C=CC1F